N-(2-((2-(dimethylamino)ethyl)(methyl)amino)-4-methoxy-5-((4-(5'-methylspiro[cyclopropane-1,3'-pyrrolo[3,2-b]pyridin]-1'(2'H)-yl)-1,3,5-triazin-2-yl)amino)phenyl)acrylamide CN(CCN(C1=C(C=C(C(=C1)OC)NC1=NC=NC(=N1)N1CC2(C3=NC(=CC=C31)C)CC2)NC(C=C)=O)C)C